4-(5,5-dihydroxymethyl-2-oxopyrrolidinyl)-3-guanidinomethylenebenzoic acid OCC1(CCC(N1C=1C(CC(C(=O)O)=CC1)=CNC(=N)N)=O)CO